2-(3-((1-(4-chlorophenyl)-1H-1,2,3-triazol-4-yl)methyl)-2-imino-2,3-dihydro-1H-benzo[d]imidazol-1-yl)-1-(3,4-dichlorophenyl)ethan-1-ol ClC1=CC=C(C=C1)N1N=NC(=C1)CN1C(N(C2=C1C=CC=C2)CC(O)C2=CC(=C(C=C2)Cl)Cl)=N